[4-[4-[[2-(2,6-dioxo-3-piperidyl)-6-hydroxy-1-oxo-isoindolin-4-yl]oxymethyl]triazol-1-yl]butyl]carbamate O=C1NC(CCC1N1C(C2=CC(=CC(=C2C1)OCC=1N=NN(C1)CCCCNC([O-])=O)O)=O)=O